ClC1=CC=C(N=N1)C(=O)NC1CCC(CC1)OC1=CC(=C(C=C1)C#N)Cl 6-Chloro-N-((1r,4r)-4-(3-chloro-4-cyanophenoxy)cyclohexyl)pyridazine-3-carboxamide